BrC1=CC(=C(C=C1)C1(CC1)CNS(=O)(=O)C1=CC=C(C=C1)OC(F)(F)F)Cl N-((1-(4-bromo-2-chlorophenyl)cyclopropyl)methyl)-4-(trifluoromethoxy)benzenesulfonamide